6-Chloro-3-[[(1R)-1-[3,6-dimethyl-4-oxo-2-[1-(trifluoromethyl)pyrazol-4-yl]chromen-8-yl]ethyl]-amino]-N'-hydroxy-pyridine-2-carboxamidine ClC1=CC=C(C(=N1)C(=NO)N)N[C@H](C)C=1C=C(C=C2C(C(=C(OC12)C=1C=NN(C1)C(F)(F)F)C)=O)C